4-((1-(6-(pyridazin-4-yl)-1H-benzo[d][1,2,3]triazol-4-yl)azetidin-3-yl)oxy)-N-((5-(trifluoromethyl)-1H-indol-2-yl)methyl)butan-1-amine N1=NC=C(C=C1)C=1C=C(C2=C(NN=N2)C1)N1CC(C1)OCCCCNCC=1NC2=CC=C(C=C2C1)C(F)(F)F